4-t-butylphenoxide C(C)(C)(C)C1=CC=C([O-])C=C1